C(N)(=O)C1=C(C(=CC(=C1)Cl)Cl)NC(=O)C=1N(N=C(C1)OCC(F)(F)F)CC(F)F N-(2-carbamoyl-4,6-dichloro-phenyl)-2-(2,2-difluoroethyl)-5-(2,2,2-trifluoroethoxy)pyrazole-3-carboxamide